C(C=C)C1C2C3C(C1C=C2)C(=O)OC3=O 7-allylbicyclo[2.2.1]hept-5-ene-2,3-dicarboxylic anhydride